C(C)(C)(C)OC(=O)N1C[C@H]2C([C@H]2C1)C(NC(C)(C)C1=NC=C2N1C=CC=C2SC=2SC=CN2)=O (1R,5S,6r)-6-((2-(8-(thiazol-2-ylthio)imidazo[1,5-a]pyridin-3-yl)propan-2-yl)carbamoyl)-3-azabicyclo[3.1.0]hexane-3-carboxylic acid tert-butyl ester